FC1=CC=C(C=C1)C1=CC(=C(C=N1)CNC(C=C)=O)C=1OC(=NN1)CCOC N-((6-(4-fluorophenyl)-4-(5-(2-methoxyethyl)-1,3,4-oxadiazol-2-yl)pyridin-3-yl)methyl)acrylamide